N-(3,5-Dimethylphenyl)-2-ethynyl-N-(2-oxo-1-(2,2,2-trifluoroethyl)pyrrolidin-3-yl)thiazole-4-carboxamide CC=1C=C(C=C(C1)C)N(C(=O)C=1N=C(SC1)C#C)C1C(N(CC1)CC(F)(F)F)=O